FC=1C=C(C=C(C1O)F)C=1C2=C(N(C1C=1C(=NOC1C)C)C(N)=NO)CCC2 3-(3,5-difluoro-4-hydroxyphenyl)-2-(3,5-dimethylisoxazol-4-yl)-N'-hydroxy-5,6-dihydrocyclopenta[b]pyrrole-1(4H)-carboximidamide